C1(=CCCCC1)C1=C(C2=C(CCC1)C=C(C=C2)C(=O)O)C2=CC=C(C=C2)N2CCC(CC2)C=O 6-(cyclohexen-1-yl)-5-[4-(4-formyl-1-piperidyl)phenyl]-8,9-dihydro-7H-benzo[7]annulene-2-carboxylic acid